((5-Ethoxy-2-methylbenzo[d]thiazol-6-yl)methyl)carbamic acid tert-butyl ester C(C)(C)(C)OC(NCC1=CC2=C(N=C(S2)C)C=C1OCC)=O